(R)-2-(4-(piperidin-3-ylthio)pyrido[3,4-d]pyridazin-1-yl)-5-(trifluoromethyl)phenol N1C[C@@H](CCC1)SC=1N=NC(=C2C1C=NC=C2)C2=C(C=C(C=C2)C(F)(F)F)O